R-3-(Boc-aminomethyl)piperidine C(=O)(OC(C)(C)C)C([C@H]1CNCCC1)N